cyclopropylchloropropene carbonate C(O)(O)=O.C1(CC1)C(=CC)Cl